C(C)(C)(CC)N=[V](N(C)C)(N(C)C)N(C)C Tert-amylimino-tris(dimethylamino)vanadium(V)